antimony trimethanolate C[O-].C[O-].C[O-].[Sb+3]